7-Bromo-6,8-difluoroquinazolin-2,4-diol BrC1=C(C=C2C(=NC(=NC2=C1F)O)O)F